(S)-6-(4-(3-(5-fluoro-4-methylpyridin-3-yl)isoxazolidin-2-carbonyl)piperidin-1-yl)pyrimidine-4-carboxamide FC=1C(=C(C=NC1)[C@H]1N(OCC1)C(=O)C1CCN(CC1)C1=CC(=NC=N1)C(=O)N)C